glyceryl dodecanedioate C(CCCCCCCCCCC(=O)[O-])(=O)OCC(O)CO